OC1=C(C=CC(=C1)OCC(COCCCCCCCCCCCCC)O)C1=NC(=NC(=N1)C1=C(C=C(C=C1)C)C)C1=C(C=C(C=C1)C)C 2-[2-hydroxy-4-(3-tridecyloxy-2-hydroxypropoxy)phenyl]-4,6-bis(2,4-dimethylphenyl)-s-triazine